NC1=NC(=CC(=C1)C[C@@H]1[C@H](N(C1=O)C(=O)N[C@H](CC)C1=CC(=CC=C1)C)C(=O)N(C)C1=NN(C=C1)C)C (2S,3R)-3-((2-amino-6-methylpyridin-4-yl)methyl)-N2-(1-methyl-1H-pyrazol-3-yl)-N1-((R)-1-(3-methylphenyl)propyl)-N2-methyl-4-oxoazetidine-1,2-dicarboxamide